C(#N)C1=C(C(=CC=C1)C#N)O 2,6-dicyanophenol